COC(=O)C=1C=CC2=C(N(C(=N2)CC2=C(C=C(C(=C2)F)C2=CC=CC=3OC(OC32)C3=C(C=C(C=C3)Cl)F)F)C[C@H]3OCC3)C1 methyl-2-({4-[2-(4-chloro-2-fluorophenyl)-2H-1,3-benzodioxol-4-yl]-2,5-difluorophenyl} methyl)-1-{[(2S)-oxetan-2-yl] methyl}-1H-1,3-benzodiazole-6-carboxylate